(3S,3aS,6aR)-2-[(2S)-2-[(2,2-difluorocyclopropanecarbonyl)amino]-3,3-dimethyl-butanoyl]-3,3a,4,5,6,6a-hexahydro-1H-cyclopenta[c]pyrrole-3-carboxylic acid FC1(C(C1)C(=O)N[C@H](C(=O)N1C[C@H]2[C@@H]([C@H]1C(=O)O)CCC2)C(C)(C)C)F